N1CC(C1)OC1=NC(=NC(=C1)NC1CCC(CC1)(F)F)N1N=C(C(=C1)C)CO (1-(4-(azetidin-3-yloxy)-6-((4,4-difluorocyclohexyl)amino)pyrimidin-2-yl)-4-methyl-1H-pyrazol-3-yl)methanol